C1(CC1)S(=O)(=O)NC1=CC(=NC=C1)[C@H](NC(=O)C=1SC(=CN1)C1=NC(=CN=C1)OCC)[C@@H]1COCC1 N-((R)-(4-(cyclopropanesulfonamido)pyridin-2-yl)((R)-tetrahydrofuran-3-yl)methyl)-5-(6-ethoxypyrazin-2-yl)thiazole-2-carboxamide